CN1C(C2=C(C(=C1)C1=C(OC3=CC=C(C=C3)CC(=O)OC)C=CC(=C1)[N+](=O)[O-])C=CN2)=O methyl 2-(4-(2-(6-methyl-7-oxo-6,7-dihydro-1H-pyrrolo[2,3-c]pyridin-4-yl)-4-nitrophenoxy)phenyl)acetate